(1R,2R)-1-((2R,3R,4S,6R)-4-acetoxy-3-(2-fluoroacetamido)-6-(methoxycarbonyl)-6-(p-tolylthio)tetrahydro-2H-pyran-2-yl)-3-(4-chlorobenzamido)propane-1,2-diyl diacetate C(C)(=O)O[C@H]([C@@H](CNC(C1=CC=C(C=C1)Cl)=O)OC(C)=O)[C@@H]1O[C@](C[C@@H]([C@H]1NC(CF)=O)OC(C)=O)(SC1=CC=C(C=C1)C)C(=O)OC